C(C1=CC=CC=C1)C1(C(C=CC=C1)CC(CC)=O)N1CCOCC1 2-benzyl-2-morpholinophenyl-butanone